C(C=CC1=CC=CC=C1)(=O)N[C@H](C(=O)N1[C@@H]([C@@H]2[C@H](C1)CCC2)C(=O)N[C@H](C(C(=O)NC2CC2)=O)CCC)C(C)(C)C (1S,3aR,6aS)-2-((S)-2-cinnamamido-3,3-dimethylbutanoyl)-N-((S)-1-(cyclopropylamino)-1,2-dioxohexan-3-yl)octahydrocyclopenta[c]pyrrole-1-carboxamide